C1N(CCC2=CC=CC=C12)C[C@H](CN1C(C2=CC=C(C=C2CC1)NC(C(C)(C)C)=O)=O)O N-[2-[(2R)-3-(3,4-Dihydro-1H-isochinolin-2-yl)-2-hydroxy-propyl]-1-oxo-3,4-dihydroisochinolin-6-yl]-2,2-dimethyl-propanamid